[W](=S)=S.[Li] lithium-tungsten disulfide